ethyl 2-(5-allyl-2-oxo-4-(trifluoromethyl)pyridin-1(2H)-yl)-4-fluoro-4-methylpentanoate C(C=C)C=1C(=CC(N(C1)C(C(=O)OCC)CC(C)(C)F)=O)C(F)(F)F